1-(2-methoxyphenyl)azetidine COC1=C(C=CC=C1)N1CCC1